1-({imidazo[1,5-a]pyridin-6-yl}methyl)pyrrolidine C=1N=CN2C1C=CC(=C2)CN2CCCC2